N-(3-{[2-(cyclopropylamino)-5-[4-(trifluoromethyl)phenyl]pyrimidin-4-yl]amino}-4-fluorophenyl)prop-2-enamide C1(CC1)NC1=NC=C(C(=N1)NC=1C=C(C=CC1F)NC(C=C)=O)C1=CC=C(C=C1)C(F)(F)F